N-(2-(4-(4-(2,6-dioxopiperidin-3-yl)benzyl)piperazin-1-yl)-5-((R)-3-hydroxypyrrolidin-1-yl)oxazolo[4,5-b]pyridin-6-yl)-2-(2-methylpyridin-4-yl)oxazole-4-carboxamide O=C1NC(CCC1C1=CC=C(CN2CCN(CC2)C=2OC=3C(=NC(=C(C3)NC(=O)C=3N=C(OC3)C3=CC(=NC=C3)C)N3C[C@@H](CC3)O)N2)C=C1)=O